N1(C=NC=C1)C1=CC(=CC=C1)N1C=NC=C1 1,3-bis-imidazol-1-ylbenzene